FC1=CC=C(C=C1)C(=O)N[C@@H](CO)C1=NC(=NO1)C1=CC=C(C(=O)NCCCOC)C=C1 4-{5-[(1S)-1-[(4-Fluorophenyl)formamido]-2-hydroxyethyl]-1,2,4-oxadiazol-3-yl}-N-(3-methoxypropyl)benzamid